N-Methyl-6-((4-((4-phenyl-2-(trifluoromethyl)thiazol-5-yl)oxy)pyridin-2-yl)amino)nicotinamide CNC(C1=CN=C(C=C1)NC1=NC=CC(=C1)OC1=C(N=C(S1)C(F)(F)F)C1=CC=CC=C1)=O